(2R,3R)-2-[[2-[1-[(4-ethylphenyl)methyl]-5-oxopyrrolidin-2-yl]acetyl]amino]-3-methylpentanoic acid C(C)C1=CC=C(C=C1)CN1C(CCC1=O)CC(=O)N[C@@H](C(=O)O)[C@@H](CC)C